FC1=C(C=CC(=C1)SC(F)(F)F)CC1CC2(CN(C2)C(=O)OC(C)(C)C)C1 tert-butyl 6-[[2-fluoro-4-(trifluoromethylsulfanyl)phenyl]methyl]-2-azaspiro[3.3]heptane-2-carboxylate